3,7-dimethyl-7-methoxyoctane-2-ol CC(C(C)O)CCCC(C)(OC)C